4-(2-methylpyridin-3-yl)piperidine-1,4-dicarboxylic acid 1-tert-butyl ester C(C)(C)(C)OC(=O)N1CCC(CC1)(C(=O)O)C=1C(=NC=CC1)C